(R)-2-((5-(2-(6-((2-acetamidoethyl)(methyl)amino)-2-methylhexan-3-yl)-2,6-diazaspiro[3.4]oct-6-yl)-1,2,4-triazin-6-yl)oxy)-N-ethyl-5-fluoro-N-isopropylbenzamide C(C)(=O)NCCN(CCC[C@H](C(C)C)N1CC2(C1)CN(CC2)C=2N=CN=NC2OC2=C(C(=O)N(C(C)C)CC)C=C(C=C2)F)C